trans-2-(4-((4-(4-Isopropyl-1H-pyrazol-1-yl)pyridin-2-yl)((4-(4-methoxy-3-methylphenyl)bicyclo[2.2.2]octan-1-yl)methyl)carbamoyl)cyclohexyl)acetic acid C(C)(C)C=1C=NN(C1)C1=CC(=NC=C1)N(C(=O)[C@@H]1CC[C@H](CC1)CC(=O)O)CC12CCC(CC1)(CC2)C2=CC(=C(C=C2)OC)C